ClC=1C(=C2C(=NC1)NC(=N2)C2=CC=C(C=C2)N2CCN(CC2)CC2=CC=NC=C2)NC2CCN(CC2)CC2CC2 6-Chloro-N-[1-(cyclopropylmethyl)piperidin-4-yl]-2-{4-[4-(pyridin-4-ylmethyl)piperazin-1-yl]phenyl}-3H-imidazo[4,5-b]pyridin-7-amine